NC1=C2C(=NC=N1)N(N=C2N2C(=CC1=CC=CC=C21)C(=O)NCCF)C(C)(C)C (4-amino-1-tert-butyl-pyrazolo[3,4-d]pyrimidin-3-yl)-N-(2-fluoroethyl)-1H-indole-2-carboxamide